(S)-N-(8,9-difluoro-6-oxo-1,4,5,6-tetrahydro-2H-pyrano[3,4-c]isoquinolin-1-yl)-3-(4-fluorophenyl)-N-methylisoxazole-5-carboxamide FC=1C(=CC=2C3=C(NC(C2C1)=O)COC[C@H]3N(C(=O)C3=CC(=NO3)C3=CC=C(C=C3)F)C)F